CC1=CC=C(C=C1)S(=O)(=O)OC(C(F)(F)F)C=1C=NC=CC1 [2,2,2-trifluoro-1-(3-pyridyl)ethyl] 4-methylbenzenesulfonate